C(CCCCCCCC)C1CCCCC1 NONYL-CYCLOHEXANE